CN1N=CC(=C1)C=1C=C2C=C(N=CC2=CC1)NC(=O)[C@H]1NCCCC1 (S)-N-(6-(1-methyl-1H-pyrazol-4-yl)isoquinolin-3-yl)piperidine-2-carboxamide